CC(C)CCC[C@@H](C)[C@H]1CC[C@H]2[C@@H]3CCC4=CC(CC[C@]4(C)[C@H]3CC[C@]12C)=O 4-cholesten-3-one